CC(=O)CCC(C)C methyl-isoaMylketone